1-(4-(3-aminoazetidin-1-yl)pyridin-2-yl)-3-(4-(4-morpholino-7H-pyrrolo[2,3-d]pyrimidin-6-yl)phenyl)urea NC1CN(C1)C1=CC(=NC=C1)NC(=O)NC1=CC=C(C=C1)C1=CC2=C(N=CN=C2N2CCOCC2)N1